N-[1-{[3-(aminomethyl)phenyl]methyl}-4-(methoxy)-1H-indazole-3-yl]-5-chloro-2-thiophenesulfonamide hydrochloride Cl.NCC=1C=C(C=CC1)CN1N=C(C2=C(C=CC=C12)OC)NS(=O)(=O)C=1SC(=CC1)Cl